(E)-2-(1-(3-(4-fluorophenyl)-3-oxoprop-1-en-1-yl)cyclopropyl)isoindoline-1,3-dione FC1=CC=C(C=C1)C(/C=C/C1(CC1)N1C(C2=CC=CC=C2C1=O)=O)=O